6-chloro-1-(cyclopentylmethyl)-2-[4-(trifluoromethyl)pyrimidin-2-yl]-2,3,4,9-tetrahydro-1H-pyrido[3,4-b]indole ClC=1C=C2C3=C(NC2=CC1)C(N(CC3)C3=NC=CC(=N3)C(F)(F)F)CC3CCCC3